2-(4-benzyloxy-6-methyl-2-pyridyl)-3-(3,4-difluoro-2-methyl-phenoxy)quinoxaline C(C1=CC=CC=C1)OC1=CC(=NC(=C1)C)C1=NC2=CC=CC=C2N=C1OC1=C(C(=C(C=C1)F)F)C